ClC1=CC=C(CN2CC(CCC2)C2=CC=NC=3N2N=C(C3CNCC3CCN(CC3)C(C)=O)C)C=C1 1-(4-((((7-(1-(4-chlorobenzyl)piperidin-3-yl)-2-methylpyrazolo[1,5-a]pyrimidin-3-yl)methyl)amino)methyl)piperidin-1-yl)ethan-1-one